4-(3-bromo-2-methylphenoxy)-3-chloro-6-ethoxy-2-fluorobenzaldehyde BrC=1C(=C(OC2=C(C(=C(C=O)C(=C2)OCC)F)Cl)C=CC1)C